CC1=C(C(=CC(=C1)C)C)[NH-].[Li+] lithium (2,4,6-trimethylphenyl)amide